N[C@H]1CN(CCC1)C(=O)C1=CC=2N(C=C1)C(=C(N2)C=2N(C1=C(C=CC=C1C2)Cl)CC2CC2)C (R)-(3-aminopiperidin-1-yl)(2-(7-chloro-1-(cyclopropylmethyl)-1H-indol-2-yl)-3-methylimidazo[1,2-a]pyridin-7-yl)methanone